(R,E)-2-(3-((1-(4-bromobut-2-enoyl)pyrrolidin-2-yl)methoxy)pyridin-4-yl)-3-((3-fluoro-2-methoxyphenyl)amino)-1,5,6,7-tetrahydro-4H-pyrrolo[3,2-c]pyridin-4-one BrC/C=C/C(=O)N1[C@H](CCC1)COC=1C=NC=CC1C1=C(C=2C(NCCC2N1)=O)NC1=C(C(=CC=C1)F)OC